CC=1C=C(C=CC1C)N1CC2=CC=CC=C2CC1 2-(3,4-dimethylphenyl)-1,2,3,4-tetrahydroisoquinoline